C(C)(C)OC(NC1CCC(CC1)C=1SC(=CN1)Br)=O N-[4-(5-bromothiazol-2-yl)cyclohexyl]Carbamic acid isopropyl ester